N1C=NC=C1C1=C(N=C2N1C=CC=N2)C2=NC(=NN2COC(=O)OCCC(=O)OC(C)(C)C)C(F)(F)F tert-butyl 3-((((5-(3-(1H-imidazol-5-yl)imidazo[1,2-a]pyrimidin-2-yl)-3-(trifluoromethyl)-1H-1,2,4-triazol-1-yl)methoxy)carbonyl)oxy)propanoate